4,5-Dichloro-2-(4-fluoro-2-methoxyphenoxy)-N-(6-oxo-1,6-dihydropyridazin-4-yl)benzamide ClC1=CC(=C(C(=O)NC=2C=NNC(C2)=O)C=C1Cl)OC1=C(C=C(C=C1)F)OC